fluoromethylene-2'-deoxycytidine FC=C1[C@@H](O[C@@H]([C@H]1O)CO)N1C(=O)N=C(N)C=C1